ClCC1=C(C=CC=C1Cl)NS(=O)(=O)C1=CC=C(C=C1)C N-(2-(chloromethyl)3-chlorophenyl)-4-methylbenzenesulfonamide